NC1=NC=CC(=N1)C1=C2CCN(C2=CC=C1)C(=O)[C@H]1N(CCC1)C#N (S)-2-(4-(2-aminopyrimidin-4-yl)indoline-1-carbonyl)pyrrolidine-1-carbonitrile